8-bromo-6-(2-morpholinoethyl)-2-(4-(trifluoromethyl)pyridin-2-yl)quinazolin-4(3H)-one BrC=1C=C(C=C2C(NC(=NC12)C1=NC=CC(=C1)C(F)(F)F)=O)CCN1CCOCC1